C=CCCCCCCCCCCC 1-tridecene